ClC1=CC=C(C=C1)C#CCOC1=C(C=C(C=C1)CCNC(C(C(C)C)NS(=O)(=O)C)=O)OC N-[2-[4-[[3-(4-chlorophenyl)-2-propyn-1-yl]oxy]-3-methoxyphenyl]ethyl]-3-methyl-2-[(methylsulfonyl)amino]-butanamide